C1(CC1)CNC1=C(C=CC(=C1)C(C1=CC=CC=C1)NCC1CC1)F N-(cyclopropylmethyl)-5-((cyclopropylmethylamino)(phenyl)methyl)-2-fluoroaniline